CC1(OC2=C(C1)C=C(C(=C2)N2CCC1(COC1)CC2)NC(=O)C=2C=NN1C2N=CC=C1)C N-[2,2-dimethyl-6-(2-oxa-7-azaspiro[3.5]nonan-7-yl)-3H-benzofuran-5-yl]pyrazolo[1,5-a]pyrimidine-3-carboxamide